C1(CC1)C=1C(=NC(=NC1)NC=1C(=NN(C1)C1CN(CC1)C)C)NCCCN1C(C(C1)(C)C)=O 1-(3-((5-cyclopropyl-2-((3-methyl-1-(1-methylpyrrolidin-3-yl)-1H-pyrazol-4-yl)amino)pyrimidin-4-yl)amino)propyl)-3,3-dimethylazetidin-2-one